4-(Methoxymethoxy)-3-(methyl-d3)benzoic acid methyl ester COC(C1=CC(=C(C=C1)OCOC)C([2H])([2H])[2H])=O